C(C1=CC=CC=C1)N(C(=O)OC(C=CCO)(O)O)[C@H](CO)C[C@H]1C(N[C@@H](C1)C)=O 1,4-dihydroxy-2-butenediol benzyl-((S)-1-hydroxy-3-((3S,5R)-5-methyl-2-oxopyrrolidin-3-yl)propan-2-yl)carbamate